CC1=CC=C(C=C1)S(=O)(=O)OCCOCCOCCOCCOCCNC(OC(C)(C)C)=O 2,2-dimethyl-4-oxo-3,8,11,14,17-pentaoxa-5-azanonadecan-19-yl 4-methylbenzenesulfonate